[Cl-].[Cl-].C1(=CC=CC=C1)P(C1=CC=CC=C1)C1=CC=CC=C1.C1(=CC=CC=C1)P(C1=CC=CC=C1)C1=CC=CC=C1.[Co+2] cobalt bistriphenylphosphine dichloride